O=S1(C[C@H](C=C1)NC(=O)C=1C(NC2=CC(=CC=C2C1)C(C)C)=O)=O (S)-N-(1,1-dioxo-2,3-dihydrothiophen-3-yl)-7-isopropyl-2-oxo-1,2-dihydroquinoline-3-carboxamide